CC([C@H]1CC[C@H]2[C@@H]3CC=C4CC(CC[C@]4(C)[C@H]3CC[C@]12C)=O)=O pregna-5-ene-3,20-dione